ClC1=C(C=C(C=C1)Cl)Cl 1,2,4-tri-chlorobenzene